O1C(=CC=C1)C=CC(=O)NC(=N)N (2-Furanacryloyl)guanidin